4-(dimethylamino)-N-(4-hydroxy-3,5-dimethylphenyl)butanamide CN(CCCC(=O)NC1=CC(=C(C(=C1)C)O)C)C